(1-(1-(2-(methylthio)pyrimidin-5-yl)ethyl)-1H-pyrazol-4-yl)carbamic acid tert-butyl ester C(C)(C)(C)OC(NC=1C=NN(C1)C(C)C=1C=NC(=NC1)SC)=O